2-amino-6-borono-2-(3-(4-(4-(trifluoromethyl)benzoyl)piperazin-1-yl)propyl)hexanoic acid NC(C(=O)O)(CCCCB(O)O)CCCN1CCN(CC1)C(C1=CC=C(C=C1)C(F)(F)F)=O